4-((1H-benzo[d][1,2,3]triazol-5-yl)amino)-2-(azepan-1-yl)pyrimido[4,5-d]pyridazin-5(6H)-one N1N=NC2=C1C=CC(=C2)NC2=NC(=NC=1C=NNC(C12)=O)N1CCCCCC1